5-chloro-3-((8-methyl-8-azabicyclo[3.2.1]octan-3-yl)oxy)thiophene-2-carboxamide ClC1=CC(=C(S1)C(=O)N)OC1CC2CCC(C1)N2C